(6-(4-amino-4-methylpiperidin-1-yl)-3-(3-chloro-2-(methylamino)pyridin-4-yl)-1H-pyrazolo[3,4-b]Pyrazin-5-yl)methanol NC1(CCN(CC1)C1=C(N=C2C(=N1)NN=C2C2=C(C(=NC=C2)NC)Cl)CO)C